C(C1=CC=CC=C1)N1CCC(CC1)CCNC(=O)N1[C@@H](CN(CC1)C1=C(C=C(C=C1)OC(F)(F)F)F)C (2R)-N-[2-(1-benzylpiperidin-4-yl)ethyl]-4-[2-fluoro-4-(trifluoromethoxy)phenyl]-2-methylpiperazine-1-carboxamide